1-octadecyl-2-(9Z-octadecenoyl)-glycero-3-phosphoserine CCCCCCCCCCCCCCCCCCOC[C@H](COP(=O)(O)OC[C@@H](C(=O)O)N)OC(=O)CCCCCCC/C=C\CCCCCCCC